C1(CC1)NC(=O)C1CCC(CC1)NC1=NC=C(C(=N1)C1=CN=C2N1C=C(C=C2)NC=2C=NC=NC2)C (1r,4r)-N-Cyclopropyl-4-((5-methyl-4-(6-(pyrimidin-5-ylamino)imidazo[1,2-a]pyridin-3-yl)pyrimidin-2-yl)amino)cyclohexan-1-carboxamid